5-formyl-7-(4-(trifluoromethoxy)phenyl)-2,3-dihydrobenzofuran-4-carbonitrile C(=O)C1=CC(=C2C(CCO2)=C1C#N)C1=CC=C(C=C1)OC(F)(F)F